(3-hydroxy)benzyl nitrate [N+](=O)(OCC1=CC(=CC=C1)O)[O-]